4-morpholino-N-(1-phenylpyrazol-4-yl)-6-(4-pyridyl)furo[3,2-d]pyrimidin-2-amine O1CCN(CC1)C=1C2=C(N=C(N1)NC=1C=NN(C1)C1=CC=CC=C1)C=C(O2)C2=CC=NC=C2